ClC=1C=C(C=C(C1)C=1C=C2C(=CC=NC2=CC1)NC)NC(C=C)=O N-{3-chloro-5-[4-(methylamino)quinolin-6-yl]phenyl}prop-2-enamide